2-(2-oxo-pyrrolidine-1-yl)butyric acid O=C1N(CCC1)C(C(=O)O)CC